2-amino-8-chloro-9-oxo-9H-benzo[e]pyrazolo[5,1-b][1,3]oxazin NC1=NN2C(OC3=C(C2=O)C(=CC=C3)Cl)=C1